3-((5-amino-7-methoxypyrazolo[1,5-c]quinazolin-2-yl)methyl)benzonitrile NC1=NC=2C(=CC=CC2C=2N1N=C(C2)CC=2C=C(C#N)C=CC2)OC